NC1=C2C(=NC=N1)N(N=C2C2=CC=C(C=C2)NC(CCl)=O)C(C)(C)C N-(4-(4-amino-1-tert-butyl-1H-pyrazolo[3,4-d]pyrimidin-3-yl)phenyl)-2-chloroacetamide